2,2-Dimethyl-hex-5-enoic acid CC(C(=O)O)(CCC=C)C